C1NCC12C[C@@H](CC2)N2CCC(CC2)C2=C(OCC(C)(O)C)C=CC=C2 (R)-1-(2-(1-(2-azaspiro[3.4]octan-6-yl)piperidin-4-yl)phenoxy)-2-methylpropan-2-ol